(R)-1-(5-(4-(benzo[d]thiazol-5-ylamino)thieno[2,3-b]pyridin-2-yl)-6-methyl-3,6-dihydropyridin-1(2H)-yl)-2-methoxyethan-1-one S1C=NC2=C1C=CC(=C2)NC2=C1C(=NC=C2)SC(=C1)C1=CCCN([C@@H]1C)C(COC)=O